5-(tert-butyl)-N-(2-(3-hydroxycyclobutyl)-8-(2-((1-methyl-1H-pyrazol-4-yl)amino)pyrimidin-4-yl)-2,3,4,5-tetrahydro-1H-benzo[c]azepin-5-yl)-1,3,4-oxadiazole-2-carboxamide C(C)(C)(C)C1=NN=C(O1)C(=O)NC1C2=C(CN(CC1)C1CC(C1)O)C=C(C=C2)C2=NC(=NC=C2)NC=2C=NN(C2)C